C(CCCCCC(C)(C)C)OC(C1=CC=CC=C1)=O.O1NCC=C1 dihydroisoOxazole neodecyl-benzoate